ClC=1C(=C(C=CC1)N1CCN(CC1)C(CN1N=C(C=2CC(CCC12)(F)F)C(=O)N1CCC(CC1)(O)CF)=O)C 1-(4-(3-chloro-2-methylphenyl)piperazin-1-yl)-2-(5,5-difluoro-3-(4-(fluoromethyl)-4-hydroxypiperidine-1-carbonyl)-4,5,6,7-tetrahydro-1H-indazol-1-yl)ethan-1-one